FC1([C@@H](CN2C(N(CC[C@@H]21)C2=NOC1=C2C(=C(C=C1)F)C1=C(C=C(C=C1F)F)F)=O)NS(=O)(=O)C)F N-{(4aR,6R)-5,5-difluoro-2-[5-fluoro-4-(2,4,6-trifluorophenyl)-1,2-benzoxazol-3-yl]-1-oxooctahydropyrrolo[1,2-c]pyrimidin-6-yl}methanesulfonamide